FC1=CC=C(CN2N=NC(=C2)C2=CC=C(C=C2)S(=O)(=O)NCC(=O)N)C=C1 2-(4-(1-(4-fluorobenzyl)-1H-1,2,3-triazol-4-yl)phenylsulfonylamino)acetamide